BrC=1C2=C(N(C(CC1C=1OC(=NN1)C1CC1)=O)CC1=CC(=C(C=C1)C)F)C=C(C=C2)C(=O)N 5-bromo-4-(5-cyclopropyl-1,3,4-oxadiazol-2-yl)-1-(3-fluoro-4-methylbenzyl)-2-oxo-2,3-dihydro-1H-benzo[b]azepine-8-carboxamide